ethyl (R,E)-2-(1-propen-2-yl)-5-methyl-3-hexenoate C=C(C)[C@H](C(=O)OCC)\C=C\C(C)C